3-(Difluoromethoxy)-5-(((1-(3-fluoropropyl)pyrrolidin-3-yl)oxy)pyridin-2-yl)-3-methyl-2-(2,2,2-Trifluoroethyl)-2,3,4,9-tetrahydro-1H-pyrido[3,4-b]indole FC(OC1(CC2=C(NC3=CC=CC(=C23)C2=NC=CC=C2OC2CN(CC2)CCCF)CN1CC(F)(F)F)C)F